4-(2,4-dimethoxypyrimidin-5-yl)-3-methoxybenzoic acid COC1=NC=C(C(=N1)OC)C1=C(C=C(C(=O)O)C=C1)OC